FC(S(=O)(=O)OC1=CC(=C(C(=C1)OC)C=1N=NC(=CC1)N(C1CC(NC(C1)(C)C)(C)C)C)O)(F)F 3-Hydroxy-5-methoxy-4-(6-(methyl(2,2,6,6-tetramethylpiperidin-4-yl)amino)pyridazin-3-yl)phenyl trifluoromethanesulfonate